2-(4-nitrophenoxy)acetyl chloride [N+](=O)([O-])C1=CC=C(OCC(=O)Cl)C=C1